C(#N)C1=C(C=C(C=C1)NC(C(C)(N1N=CC(=C1)C#CC1CCNCC1)C)=O)C(F)(F)F N-(4-cyano-3-(trifluoromethyl)phenyl)-2-methyl-2-(4-(piperidin-4-ylethynyl)-1H-pyrazol-1-yl)propanamide